tert-Butyl(((1R,5S,6r)-3-(5-bromopyridin-2-yl)-3-azabicyclo[3.1.0]hexane-6-yl)methyl)(tert-Butoxycarbonyl)carbamate C(C)(C)(C)OC(N(C(=O)OC(C)(C)C)CC1[C@H]2CN(C[C@@H]12)C1=NC=C(C=C1)Br)=O